C(C)P(CC)(CC)=O Triethyl-phosphine Oxide